FC1=C(C(=CC(=C1)O)F)B(O)O 2,6-DIFLUORO-4-HYDROXYPHENYLBORONIC ACID